FC1=C(C=CC=C1)[C@@H]1CCC=2N1N=C(N2)C(=O)N[C@H]2CCC1=C(N(C2=O)C)C=NC(=C1)OC (5S)-5-(2-fluorophenyl)-N-[(3S)-7-methoxy-1-methyl-2-oxo-4,5-dihydro-3H-pyrido[3,4-b]azepin-3-yl]-6,7-dihydro-5H-pyrrolo[1,2-b][1,2,4]triazole-2-carboxamide